3-(2-chloroethyl)-1H-quinazoline-2,4-dione ClCCN1C(NC2=CC=CC=C2C1=O)=O